2-naphtholate bismuth salt [Bi+3].C1=C(C=CC2=CC=CC=C12)[O-].C1=C(C=CC2=CC=CC=C12)[O-].C1=C(C=CC2=CC=CC=C12)[O-]